eicosyl pelargonate C(CCCCCCCC)(=O)OCCCCCCCCCCCCCCCCCCCC